(3S)-3-(2-(3-formylbenzyl)-3-methoxy-3-oxopropyl)pyrrolidine-1-carboxylic acid tert-butyl ester C(C)(C)(C)OC(=O)N1C[C@H](CC1)CC(C(=O)OC)CC1=CC(=CC=C1)C=O